(6-bromo-2-pyridyl-1-methyl-4-piperidyl)methanone hydrobromide Br.BrC1=CC=CC(=N1)C1N(CCC(C1)C=O)C